C1(CC1)S(=O)C1=C2C(C(=NN(C2=CC=C1)C1=CC=C(C=C1)OC(F)(F)F)C(=O)OCC)=O ethyl 5-cyclopropylsulfinyl-4-oxo-1-[4-(trifluoromethoxy)phenyl]cinnoline-3-carboxylate